CC1(NC(CC(C1)OCCOC(C(=C)C)=O)(C)C)C.CN(C(C)=O)C1=CC(=CC=C1)C=1C=CC=2N(N1)C(=NN2)C N-methyl-N-[3-(3-methyl[1,2,4]triazolo[4,3-b]pyridazin-6-yl)phenyl]acetamide 2-[(2,2,6,6-tetramethyl-4-piperidinyl)oxy]ethyl-2-methyl-2-propenoate